ClC1=C(C(=NC2=C(C=CC(=C12)Cl)Cl)S(=O)CC1=NOC(=C1)C)C(=O)N(C)C 4,5,8-Trichloro-N,N-dimethyl-2-(((5-methylisoxazol-3-yl)methyl)sulfinyl)quinoline-3-carboxamide